(S)-1-(4-(2-(4-amino-2-fluorophenoxy)ethyl)-3-methylpiperazin-1-yl)ethan-1-one NC1=CC(=C(OCCN2[C@H](CN(CC2)C(C)=O)C)C=C1)F